CN(C1=CC=C(\C=C/2\C(N(C(=N2)C)C)=O)C=C1)C (Z)-5-(4-(dimethylamino)benzylidene)-2,3-dimethyl-3,5-dihydro-4H-imidazol-4-one